(5-(2-(trans-2,6-dimethylmorpholino)acetamido)-2-methylpyridin-3-yl)-2-(2-oxo-1,2-dihydropyridin-3-yl)pyrazolo[5,1-b]thiazole-7-carboxamide C[C@@H]1O[C@H](CN(C1)CC(=O)NC=1C=C(C(=NC1)C)C=1N2C(SC1C=1C(NC=CC1)=O)=C(C=N2)C(=O)N)C